2-((S)-2,6-dioxapiperidin-3-yl)-6-fluoroisoindole-1,3-dione N1O[C@@H](CCO1)N1C(C2=CC(=CC=C2C1=O)F)=O